(S)-4-methylbenzenesulfonic acid CC1=CC=C(C=C1)S(=O)(=O)O